(3S,4S)-4-{[5-(2,4-difluoro-phenyl)-[1,3,4]thiadiazole-2-carbonyl]-amino}-piperidine-1,3-dicarboxylic acid 1-tert-butyl ester 3-ethyl ester C(C)OC(=O)[C@H]1CN(CC[C@@H]1NC(=O)C=1SC(=NN1)C1=C(C=C(C=C1)F)F)C(=O)OC(C)(C)C